C(CCC)OC1=CC=NC=C1 4-(n-butoxy)pyridine